P(=O)(O)(O)O[C@@]1(CO)[C@@H](O)[C@H](O)[C@H](O1)CO beta-D-Fructose 2-phosphate